O(C1=CC=CC=C1)C1=CC=C(C=C1)C1=NN(C2=NC=NC=C21)[C@H]2CNCCC2 3-(4-phenoxyphenyl)-1-[(3R)-3-piperidyl]Pyrazolo[3,4-d]Pyrimidine